CN([C@@H](C(C)C)C(=O)OC)C(=O)N1C[C@H](N(CC1)C(=O)C1[N@@](C1)C(C1=CC=CC=C1)(C1=CC=CC=C1)C1=CC=CC=C1)C methyl N-methyl-N-((R)-3-methyl-4-((R)-1-tritylaziridine-2-carbonyl) piperazine-1-carbonyl)-L-valinate